N1-(3-phenylcyclobutyl)ethane-1,2-diamine C1(=CC=CC=C1)C1CC(C1)NCCN